Cl.BrC=1C=C(C=C(C1)OC(F)(F)F)C[C@H](C(=O)O)[C@@H]1CNCC1 (2S)-3-[3-Bromo-5-(trifluoromethoxy)phenyl]-2-[(3R)-pyrrolidin-3-yl]propanoic acid hydrochloride